C(C)(C)(C)OC(=O)N1CC(N(CC1)C1=NC=C(C(=C1Br)C)C(F)(F)F)CO t-butyl-4-(3-bromo-4-methyl-5-(trifluoromethyl)pyridin-2-yl)-3-(hydroxymethyl)piperazin-1-carboxylate